COC1=C(C=CC(=C1)C1CCN(CC1)C1COC1)NC1=NC=CC=N1 N-(2-methoxy-4-(1-(oxetan-3-yl)piperidin-4-yl)phenyl)pyrimidin-2-amine